COC1=CC=C(CN2C3=C(C=C(CC2=O)C=2OC(=CN2)C)C=CC(=C3)C=3C=NN(C3)C3COC3)C=C1 1-(4-Methoxybenzyl)-4-(5-methyloxazol-2-yl)-8-(1-(oxetan-3-yl)-1H-pyrazol-4-yl)-1,3-dihydro-2H-benzo[b]azepin-2-one